FC1(CCN(CC1)C=1C=CC=C2C=CC=NC12)F 8-(4,4-difluoropiperidin-1-yl)quinoline